COC(=O)C=1C=C(C2=C(N(C(=N2)NC2=C(C=C(C=C2)Br)F)C([2H])([2H])[2H])C1)F ((4-bromo-2-fluorophenyl)amino)-4-fluoro-1-(methyl-d3)-1H-benzimidazole-6-carboxylic acid methyl ester